FC1=CC(=CC2=C1OCO2)C=2C=C1C(=NC2)N(N=C1NC(=O)C1=C(OC=C1)C)CC(C)OC N-(5-(7-fluorobenzo[d][1,3]dioxol-5-yl)-1-(2-methoxypropyl)-1H-pyrazolo[3,4-b]pyridin-3-yl)-2-methylfuran-3-carboxamide